2-(2-chloroanilino)-6-fluoro-3-phenylquinazolin-4(3H)-one ClC1=C(NC2=NC3=CC=C(C=C3C(N2C2=CC=CC=C2)=O)F)C=CC=C1